4-hydroxy(4-hydroxy-3-methoxybenzyl)-5-methoxybenzaldehyde OC1=CC(=C(C=O)C=C1OC)CC1=CC(=C(C=C1)O)OC